N1=C(C=CC=C1)C=1NC2=C(C(C=3C=CC=NC3C2=O)=O)N1 2-(pyridin-2-yl)-3H-imidazo[4,5-g]quinoline-4,9-dione